2-((2-ethyl-6-(2-(2-morpholino-2-oxoethyl)pyrimidin-5-yl)imidazo[1,2-a]pyridin-3-yl)(methyl)amino)-4-(4-fluorophenyl)thiazole-5-carbonitrile C(C)C=1N=C2N(C=C(C=C2)C=2C=NC(=NC2)CC(=O)N2CCOCC2)C1N(C=1SC(=C(N1)C1=CC=C(C=C1)F)C#N)C